(S)-1-((5-amino-2-(1H-pyrazol-5-yl)thieno[3,2-b]pyridin-7-yl)amino)-2-propanol NC1=CC(=C2C(=N1)C=C(S2)C2=CC=NN2)NC[C@H](C)O